C(C)(=O)N1CCC(CC1)C1=CC2=C(N=CN=C2N[C@H](C)C2=C(C(=CC=C2)C(F)F)CF)N(C1=O)C 6-(1-acetylpiperidin-4-yl)-4-{[(1R)-1-[3-(difluoromethyl)-2-(fluoromethyl)phenyl]ethyl]amino}-8-methyl-7H,8H-pyrido[2,3-d]pyrimidin-7-one